4-(6-amino-2-chloro-9H-purin-9-yl)-N-[6-(2-amino-2-oxoethyl)-1,3-benzothiazol-2-yl]cyclohexanecarboxamide NC1=C2N=CN(C2=NC(=N1)Cl)C1CCC(CC1)C(=O)NC=1SC2=C(N1)C=CC(=C2)CC(=O)N